2-aminoethyl 2-bromoisobutyrate (2-aminoethyl 2-bromoisobutyrate) NCCCC(C(=O)O)(C)Br.BrC(C(=O)OCCN)(C)C